The molecule is a member of the class of naphthoquinones that is 2-O-methylflaviolin in which the hydrogen at position 3 is replaced by a methyl group. It has a role as a bacterial metabolite. It is a member of phenols, an enol ether and a hydroxy-1,4-naphthoquinone. It derives from a flaviolin. It is a conjugate acid of a 2-O,3-dimethylflaviolin-7-olate. CC1=C(C(=O)C2=C(C1=O)C(=CC(=C2)O)O)OC